COC1=NC(=CC=C1NS(=O)(=O)C1=CNC2=C3C(=CC=C12)C=CC=C3)OC N-(2,6-Dimethoxypyridin-3-yl)-1H-benzo[g]indole-3-sulfonamide